(M)-2-[4-[6-Chloro-7-(2-fluorophenyl)-1-(2-isopropyl-4-methyl-3-pyridyl)-2-oxo-pyrido[2,3-d]pyrimidin-4-yl]-1-prop-2-enoyl-piperazin-2-yl]acetonitrile ClC1=CC2=C(N(C(N=C2N2CC(N(CC2)C(C=C)=O)CC#N)=O)C=2C(=NC=CC2C)C(C)C)N=C1C1=C(C=CC=C1)F